methyl 2-[5-(4,4,5,5-tetramethyl-1,3,2-dioxaborolan-2-yl)-2-pyridyl]acetate CC1(OB(OC1(C)C)C=1C=CC(=NC1)CC(=O)OC)C